ClC1=C(C=CC=C1)OC 1-chloro-2-methoxybenzene